C(C)OC(=O)C1=NC(=NC(=C1C=O)C1=C(C=C(C=C1)Cl)F)N1C[C@H](O[C@H](C1)C=1C=NN(C1)C1CC1)C1CC1.C(C)C=1C=C(C(C=O)=C(C1)[2H])[2H] 4-ethyl-benzaldehyde-2,6-d2 ethyl-6-(4-chloro-2-fluoro-phenyl)-2-[(2R,6S)-2-cyclopropyl-6-(1-cyclopropylpyrazol-4-yl)morpholin-4-yl]-5-formyl-pyrimidine-4-carboxylate